[Ti].CN(C)C(C(CN(C)C)O)(N(C)C)N(C)C tris(dimethylamino)-(dimethylamino-2-propanol) titanium